1,2-dimyristoxypropan-3-amine C(CCCCCCCCCCCCC)OCC(CN)OCCCCCCCCCCCCCC